2-propenoxybenzaldehyde C(=CC)OC1=C(C=O)C=CC=C1